6-(3-((1,2,3,4-tetrahydroisoquinoline-2-carbonyl)oxy)prop-1-yn-1-yl)chromane-2-carboxylic acid C1N(CCC2=CC=CC=C12)C(=O)OCC#CC=1C=C2CCC(OC2=CC1)C(=O)O